N[C@H](C(=O)O)CC1=CNC2=C1C=NC=C2 (S)-2-amino-3-(1H-pyrrolo[3,2-c]pyridin-3-yl)propanoic acid